4,5-dicyano-2-pentafluoroethylimidazole C(#N)C=1N=C(NC1C#N)C(C(F)(F)F)(F)F